N-(6-cyano-1-((4-methyl-1-oxo-1,2-dihydroisoquinolin-5-yl)sulfonyl)indolin-4-yl)acetamide C(#N)C1=CC(=C2CCN(C2=C1)S(=O)(=O)C1=C2C(=CNC(C2=CC=C1)=O)C)NC(C)=O